4,4'-methylene-bis(2,6-diethylphenylamine) C(C1=CC(=C(C(=C1)CC)N)CC)C1=CC(=C(C(=C1)CC)N)CC